(S)-N-methyl-1-(2-(methylsulfonyl)ethyl)-N-(4-nitrophenyl)pyrrolidin-3-amine CN([C@@H]1CN(CC1)CCS(=O)(=O)C)C1=CC=C(C=C1)[N+](=O)[O-]